CN1CCC(CC1)NC1=C2C=C(N(C2=CC=C1)CC(F)(F)F)C#CCNC=1C=CC(=NC1)C(=O)NC(C)C 5-[(3-{4-[(1-methylpiperidin-4-yl)amino]-1-(2,2,2-trifluoroethyl)-1H-indol-2-yl}prop-2-yn-1-yl)amino]-N-(propan-2-yl)pyridine-2-carboxamide